C1(C(=CC(C=C1)=O)S(=O)(=O)O)=O 4-benzoquinone-2-sulfonic acid